ClC=1C=C(C(=NC1)OC)S(=O)(=O)NC1=C(C(=NC=C1)COC=1C=C2C(=NC1)N(N=C2C)C2OCCCC2)F 5-chloro-N-[3-fluoro-2-([[3-methyl-1-(oxan-2-yl)pyrazolo[3,4-b]pyridin-5-yl]oxy]methyl)pyridin-4-yl]-2-methoxypyridine-3-sulfonamide